ClC=1C=C(C=CC1OCC1=NC=CC=C1)NC1=NC=NC2=CC=C3C(=C12)OCCN3 N-(3-chloro-4-(pyridin-2-ylmethoxy)phenyl)-3,4-dihydro-2H-[1,4]oxazino[2,3-f]quinazolin-10-amine